2-AMINO-5-BENZYLOXYBENZALDEHYDE NC1=C(C=O)C=C(C=C1)OCC1=CC=CC=C1